4-[2-amino-9-[(2-fluoro-4-nitro-phenyl)methyl]purin-6-yl]pyridine-2-carbonitrile NC1=NC(=C2N=CN(C2=N1)CC1=C(C=C(C=C1)[N+](=O)[O-])F)C1=CC(=NC=C1)C#N